BrC1=C(C(=O)NC2=CC(=CC=C2)C#N)C=CC(=C1)OC 2-bromo-N-(3-cyanophenyl)-4-methoxybenzamide